7-(1-((5-(5-(difluoromethyl)-1,3,4-oxadiazol-2-yl)pyridin-2-yl)methyl)-1H-1,2,3-triazol-4-yl)-3,4-dihydroisoquinoline-2(1H)-carboxylic acid tert-butyl ester C(C)(C)(C)OC(=O)N1CC2=CC(=CC=C2CC1)C=1N=NN(C1)CC1=NC=C(C=C1)C=1OC(=NN1)C(F)F